ClC=1N=C(SC1C(=O)NC[C@H](C(N[C@H]1C2=C(CN3N(C1=O)CCC3)C=CC=C2)=O)C)C(=O)NC(C)C 4-Chloro-N2-isopropyl-N5-((R)-2-methyl-3-oxo-3-(((S)-11-oxo-2,3,10,11-tetrahydro-1H,5H-benzo[d]pyrazolo[1,2-a][1,2]diazepin-10-yl)amino)propyl)thiazole-2,5-dicarboxamide